E-3-hydroxy-2-naphthoic acid OC=1C(=CC2=CC=CC=C2C1)C(=O)O